ClC=1C(=CC=C2N=CC(=NC12)C=1C=NN(C1)CC(=O)N1CC(CC1)O)OC=1C=CC2=C(NC(=N2)C)C1 2-(4-(8-chloro-7-((2-methyl-1H-benzo[d]imidazol-6-yl)oxy)quinoxalin-2-yl)-1H-pyrazol-1-yl)-1-(3-hydroxypyrrolidin-1-yl)ethanone